(S)-2-(7-(3-methyl-1H-pyrrolo[2,3-b]pyridin-5-yl)-2-(2-(tetrahydro-2H-pyran-4-yl)acetyl)-1,2,3,4-tetrahydroisoquinolin-5-yl)pyrrolidine-1-carboxylic acid tert-butyl ester C(C)(C)(C)OC(=O)N1[C@@H](CCC1)C1=C2CCN(CC2=CC(=C1)C=1C=C2C(=NC1)NC=C2C)C(CC2CCOCC2)=O